FC1(C2CCC(C1)N2)F 2,2-difluoro-7-azabicyclo[2.2.1]heptane